BrC1=CC(=C2C=NN(C2=C1)C1OCCCC1)C=1N=NN(C1)CC1=CC=C2C=C(N(C2=C1)C(=O)OC(C)(C)C)CO Tert-butyl 6-((4-(6-bromo-1-(tetrahydro-2H-pyran-2-yl)-1H-indazol-4-yl)-1H-1,2,3-triazol-1-yl)methyl)-2-(hydroxymethyl)-1H-indole-1-carboxylate